3-(2-pyridyl)propionamide N1=C(C=CC=C1)CCC(=O)N